N-[3,5-difluoro-4-({6-methoxy-7-[2-(methylamino)ethoxy]quinolin-4-yl}oxy)phenyl]-4-methoxy-6-methyl-pyridine-3-carboxamide FC=1C=C(C=C(C1OC1=CC=NC2=CC(=C(C=C12)OC)OCCNC)F)NC(=O)C=1C=NC(=CC1OC)C